C1(=CC=CC=C1)C1=CC=CC=2C3=CC=CC=C3NC12 R-phenylcarbazole